(2S,3S)-ethyl 3-((2-(2-chloro-5H-pyrrolo[2,3-b]pyrazin-7-yl)-5-fluoro-6-(1H-pyrrol-2-yl)pyrimidin-4-yl)amino)bicyclo[2.2.2]octane-2-carboxylate ClC=1N=C2C(=NC1)NC=C2C2=NC(=C(C(=N2)N[C@@H]2[C@H](C1CCC2CC1)C(=O)OCC)F)C=1NC=CC1